2-phenyl-4-(4-fluorophenyl)-6-Chloro-1,3,5-triazine C1(=CC=CC=C1)C1=NC(=NC(=N1)C1=CC=C(C=C1)F)Cl